O[C@@H]1[C@H](O[C@H]([C@@H]1O)N1C=CC2=C1N=CN=C2NO)CO[P@@](=O)(OC2=CC=CC=C2)N[C@H](C)C(=O)OC(C)C isopropyl ((R)-(((2R,3S,4R,5R)-3,4-dihydroxy-5-(4-(hydroxyamino)-7H-pyrrolo[2,3-d]pyrimidin-7-yl)tetrahydrofuran-2-yl)methoxy)(phenoxy)phosphoryl)-D-alaninate